CC(CCCCCC)P(O)(=O)CC(CCCC)C(C)C (1-methylheptyl)(2-isopropylhexyl)phosphinic acid